NC1CCC(CC1)(F)CN1CCC2(CN(C2)C2=NC=NC=C2OC2=C(C(=O)N(C(C)C)CC)C=C(C=C2)F)CC1 2-((4-(7-(((1s,4s)-4-amino-1-fluorocyclohexyl)methyl)-2,7-diazaspiro[3.5]nonan-2-yl)pyrimidin-5-yl)oxy)-N-ethyl-5-fluoro-N-isopropylbenzamide